N-(5-Fluoropyrimidin-4-yl)-2-(4-isoquinolin-8-yl-6-oxo-3-propan-2-ylpyridazin-1-yl)acetamide FC=1C(=NC=NC1)NC(CN1N=C(C(=CC1=O)C=1C=CC=C2C=CN=CC12)C(C)C)=O